C(C)(C)(C1(CCCCC1)N)C1(CCCCC1)N isopropylidenebis(aminocyclohexane)